OC1=C(C(N(C=C1C1=CC(=C(C=C1)O)OC)C)=C=O)C(=O)N 4-hydroxy-5-(4-hydroxy-3-methoxyphenyl)-1-methyl-2-carbonyl-1,2-dihydropyridine-3-carboxamide